N-(3-chloropyridin-2-yl)carboxamide oxime ClC=1C(=NC=CC1)NC=NO